1-(1-acetylpiperidin-4-yl)-4-chloro-N-(5-((2-fluorophenyl)ethynyl)-3-methylpyridin-2-yl)-1H-pyrazole-5-carboxamide C(C)(=O)N1CCC(CC1)N1N=CC(=C1C(=O)NC1=NC=C(C=C1C)C#CC1=C(C=CC=C1)F)Cl